C(C)(C)(C)C1=CC(=C(C(=C1)OC)S(=O)(=O)NC(=O)C1=NC2=CC=CC(=C2C=C1)N1N=CC=C1)OC N-((4-(tert-butyl)-2,6-dimethoxyphenyl)sulfonyl)-5-(1H-pyrazol-1-yl)quinoline-2-carboxamide